(E)-N-isopropyl-2-methylundecane-1-imine oxide C(C)(C)\[N+](=C/C(CCCCCCCCC)C)\[O-]